ethoxy-N-(3-sulfopropyl)-quinolinium C(C)OC1=[N+](C2=CC=CC=C2C=C1)CCCS(=O)(=O)O